3,3,5-Trimethylhexylacrylat CC(CCOC(C=C)=O)(CC(C)C)C